5-((2,4-Dimethoxybenzylamino)-9-fluoro-8-methoxy-[1,2,4]triazolo[1,5-c]quinazolin-2-yl)cyclohexan-1-one COC1=C(CNC2=NC=3C=C(C(=CC3C=3N2N=C(N3)C3CCCC(C3)=O)F)OC)C=CC(=C1)OC